NC([C@H](CCC(=O)OC(C)(C)C)N1C(C2=CC=C(C=C2C1)C1=NC=2N(C=C1)N=CC2C)=O)=O tert-butyl (S)-5-amino-4-(5-(3-methylpyrazolo[1,5-a]pyrimidin-5-yl)-1-oxoisoindolin-2-yl)-5-oxopentanoate